N-(5-(4-fluorobenzo[d][1,3]dioxol-5-yl)-1-(3-hydroxy-3-methylbutyl)-1H-pyrazolo[3,4-b]pyridin-3-yl)isothiazole-4-carboxamide FC1=C(C=CC=2OCOC21)C=2C=C1C(=NC2)N(N=C1NC(=O)C=1C=NSC1)CCC(C)(C)O